C(CCCCCC\C=C/CCC)CC(=O)O.C(C)(=O)O acetate (cis-8-dodecenyl acetate)